COC1=C(C(=CC=C1)OC)C1=CNC2=NC(=CC=C21)NC(=O)C2C([C@H]2F)CN2CCN(CC2)C trans-N-(3-(2,6-dimethoxyphenyl)-1H-pyrrolo[2,3-b]pyridin-6-yl)-3(R)-fluoro-2-((4-methylpiperazin-1-yl)methyl)cyclopropane-1-carboxamide